(R)-(3-Aminopiperidin-1-yl)(2-(1-(cyclopropylmethyl)-7-methoxy-1H-indol-2-yl)-3-methylimidazo[1,2-a]pyridin-7-yl)methanon N[C@H]1CN(CCC1)C(=O)C1=CC=2N(C=C1)C(=C(N2)C=2N(C1=C(C=CC=C1C2)OC)CC2CC2)C